C(C)(C)(C)OC(C(C(O)C1=CC=C(C=C1)F)Cl)=O tert-butyl-2-chloro-3-(4-fluorophenyl)-3-hydroxypropionate